N-[4-(4,4-difluoropiperidine-1-carbonyl)-3-[3-(trifluoromethyl)pyrazol-1-yl]phenyl]cyclopropanecarboxamide FC1(CCN(CC1)C(=O)C1=C(C=C(C=C1)NC(=O)C1CC1)N1N=C(C=C1)C(F)(F)F)F